C1(CC1)C=1C(=NON1)C(=O)N[C@@H](C1CCC(CC1)(F)F)C=1N=C2N(N=CC(=C2)C[C@H]2C(NCC(C2)(F)F)=O)C1 |o1:29| 4-cyclopropyl-N-((S)-(7-(((R*)-5,5-difluoro-2-oxopiperidin-3-yl)methyl)imidazo[1,2-b]pyridazin-2-yl)(4,4-difluorocyclohexyl)methyl)-1,2,5-oxadiazole-3-carboxamide